4-(carboxymethyl)-1-(6-fluoroindoline-1-carbonyl)piperidine-4-carboxylic acid C(=O)(O)CC1(CCN(CC1)C(=O)N1CCC2=CC=C(C=C12)F)C(=O)O